BrC1=C(C(=CC=C1)F)N1N=CC=C1CO [1-(2-bromo-6-fluorophenyl)-1H-pyrazol-5-yl]methanol